C(#C)C1=NN=C(S1)NC(=O)N[C@@H](CO)C1=CC=C(C=N1)C1=NC(=CC=C1)N1CCCC1 (R)-1-(5-ethynyl-1,3,4-thiadiazol-2-yl)-3-(2-hydroxy-1-(6-(pyrrolidin-1-yl)-[2,3'-bipyridin]-6'-yl)ethyl)urea